6-[4-(dimethylamino)phenyl]-N-[(2S)-3-hydroxy-3-methylbut-2-yl]-2-(1-methyl-1H-pyrazol-4-yl)-3-oxo-2,3-dihydropyridazine-4-carboxamide CN(C1=CC=C(C=C1)C=1C=C(C(N(N1)C=1C=NN(C1)C)=O)C(=O)N[C@@H](C)C(C)(C)O)C